NC1=C2C(=NC=N1)N(N=C2C=2NC1=CC(=C(C=C1C2)Cl)C(=O)OC)C(C)(C)C Methyl 2-(4-amino-1-(tert-butyl)-1H-pyrazolo[3,4-d]pyrimidin-3-yl)-5-chloro-1H-indole-6-carboxylate